(S)-N-(1-(2-((2-(2-fluoro-6-methoxyphenyl)pyrimidin-4-yl)amino)-5-(1-(tetrahydro-2H-pyran-4-yl)-1H-pyrazol-4-yl)pyridin-4-yl)pyrrolidin-3-yl)acetamide FC1=C(C(=CC=C1)OC)C1=NC=CC(=N1)NC1=NC=C(C(=C1)N1C[C@H](CC1)NC(C)=O)C=1C=NN(C1)C1CCOCC1